C(C)(=O)N(C1=C(C=C(C=C1)C1=CC=C(C(=O)NCC=2C=NC=CC2)C=C1)Cl)C(C)C 4-[4-[acetyl-(isopropyl)amino]-3-chloro-phenyl]-N-(3-pyridylmethyl)benzamide